C(C)C=1N(C=CN1)CC1=C(C=C(C=C1)C1=C(SC(=C1)CC(C)C)S(=O)(=O)NC(OCC1=CC=C(C=C1)F)=O)F 4-fluorobenzyl (3-(4-((2-ethyl-1H-imidazol-1-yl)methyl)-3-fluorophenyl)-5-iso-butylthiophen-2-yl)sulfonylcarbamate